NC1=CC=C(C(=N1)C1=C(C=C2C(=NC=NC2=C1)N1CC(N(CC1)C(C=C)=O)C(F)(F)F)Cl)C(F)(F)F 1-[4-[7-[6-amino-3-(trifluoromethyl)-2-pyridinyl]-6-chloro-quinazolin-4-yl]-2-(trifluoromethyl)piperazin-1-yl]Prop-2-en-1-one